C(#N)CC=1N(C=2N(C(N=C(C2N1)N1C[C@H](N(C[C@@H]1C)C(=O)OC(C)(C)C)CC)=O)C)C tert-butyl (2R,5S)-4-(8-(cyanomethyl)-3,9-dimethyl-2-oxo-3,9-dihydro-2H-purin-6-yl)-2-ethyl-5-methylpiperazine-1-carboxylate